3-(5-Methylhexahydropyrrolo[3,4-c]pyrrol-2(1H)-yl)isoquinoline CN1CC2C(C1)CN(C2)C=2N=CC1=CC=CC=C1C2